CC[C@@H]1[C@H](C2=CC3=C(C(=C(N3)C=C4[C@H]([C@@H](C(=N4)C5=C6C(=C(C(=CC1=N2)N6)C)C(=O)[C@@H]5C(=O)OC)CCC(=O)OC/C=C(\\C)/CCC[C@H](C)CCC[C@H](C)CCCC(C)C)C)C)C(=O)C)C The molecule is a bacteriopheophytin consisting of bacteriochlorophyll a with two hydrogen atoms replacing the magnesium centre. It is a bacteriopheophytin and a methyl ester.